4-Methoxyphenyl 3,6-di-O-benzyl-2-deoxy-4-O-(2,4-di-O-benzyl-β-D-mannopyranosyl)-2-(1,3-dioxo-1,3-dihydro-2H-isoindol-2-yl)-β-D-glucopyranoside C(C1=CC=CC=C1)O[C@@H]1[C@H]([C@H](OC2=CC=C(C=C2)OC)O[C@@H]([C@H]1O[C@H]1[C@@H](OCC2=CC=CC=C2)[C@@H](O)[C@H](OCC2=CC=CC=C2)[C@H](O1)CO)COCC1=CC=CC=C1)N1C(C2=CC=CC=C2C1=O)=O